Br[C@H]1[C@@H]2N(C([C@H]1C=C2I)=O)CC2=CC=C(C=C2)OC (1S,4R,7R)-7-Bromo-6-iodo-2-(4-methoxybenzyl)-2-azabicyclo[2.2.1]hept-5-en-3-one